(3-tert-butyl-1-(quinolin-6-yl)-1H-pyrazol-5-yl)-3-(2-fluoro-4-(2-(methylcarbamoyl)pyridin-4-yloxy)phenyl)urea C(C)(C)(C)C1=NN(C(=C1)NC(=O)NC1=C(C=C(C=C1)OC1=CC(=NC=C1)C(NC)=O)F)C=1C=C2C=CC=NC2=CC1